ClC1=C(COC2=CC=CC(=N2)C=2CCN(CC2)CC2=NC3=C(N2C[C@H]2OCC2)C=C(C=C3)C(=O)O)C=CC(=C1)Cl (S)-2-((6-((2,4-dichlorobenzyl)oxy)-3',6'-dihydro-[2,4'-bipyridin]-1'(2'H)-yl)methyl)-1-(oxetan-2-ylmethyl)-1H-benzo[d]imidazole-6-carboxylic acid